1-(2,3-dihydrobenzofuran-6-yl)ethan-1-one O1CCC2=C1C=C(C=C2)C(C)=O